[Na].C methane sodium salt